NC=1C(=NC(=CN1)C1=C(C=C(C=C1)NC([C@@H](O)C1=CC(=CC(=C1)F)F)=O)CC)C(=O)NC(C)C (S)-3-amino-6-(4-(2-(3,5-difluorophenyl)-2-hydroxyacetamido)-2-ethylphenyl)-N-isopropylpyrazine-2-carboxamide